1-bromo-3-chloro-1-methyl-1,3-disilacyclobutane Br[Si]1(C[SiH](C1)Cl)C